N-(3-(3-(9H-purin-6-yl)pyridin-2-ylamino)-4-methylphenyl)-5-(azetidin-3-yloxy)-4-(trifluoromethyl)-picolinamide N1=CN=C2NC=NC2=C1C=1C(=NC=CC1)NC=1C=C(C=CC1C)NC(C1=NC=C(C(=C1)C(F)(F)F)OC1CNC1)=O